tert-butyl {2-[5-methyl-1-(2,2,2-trifluoroethyl)-1H-pyrazol-4-yl]-2-oxoethyl}carbamate CC1=C(C=NN1CC(F)(F)F)C(CNC(OC(C)(C)C)=O)=O